BrC=1C(=C2COC(C2=CC1)=O)OCC=1CN(CC1)C(=O)OC(C)(C)C Tert-Butyl 3-(((5-Bromo-1-Oxo-1,3-Dihydroisobenzofuran-4-Yl)Oxy)Methyl)-2,5-Dihydro-1H-Pyrrole-1-Carboxylate